3-IODO-2-PROPYNYL-BUTYLCARBAMATE IC(C(CNC([O-])=O)C#CC)C